[N+](=O)([O-])CCCCC(=O)Cl nitrovaleryl chloride